FC1=CC(=C(C(=O)O)C=C1)N1N=CC=N1 4-fluoro-2-(2H-1,2,3-triazol-2-yl)benzoic acid